CN(C1=NNC(N1C)=O)C 3-dimethylamino-4-methyl-1H-1,2,4-triazol-5(4H)-one